[Na+].[Na+].[Na+].[Na+].P(OC(CO)OP([O-])=O)([O-])=O.OCC(OP([O-])=O)OP([O-])=O hydroxyethylidene bisphosphonate tetrasodium